binaphthol titanium [Ti].C=1(C(=CC=C2C=CC=CC12)O)C1=CC=CC2=CC=CC=C12